CC1=CC=C(C=C1)C1=CC(=NN1C1=CC=C(C=C1)S(=O)(=O)N)C(F)(F)F 4-(5-(4-methylphenyl)-3-(trifluoromethyl)-1H-pyrazol-1-yl)benzenesulfonamide